N-(4-Hydroxy-3-oxo-1-((S)-2-oxopyrrolidin-3-yl)butan-2-yl)-2-(9-hydroxy-9H-fluorene-9-carbonyl)-2-azabicyclo[2.2.2]octane-3-carboxamide OCC(C(C[C@H]1C(NCC1)=O)NC(=O)C1N(C2CCC1CC2)C(=O)C2(C1=CC=CC=C1C=1C=CC=CC21)O)=O